ClC1=C(C=CC2=C1C(=NC(C(N2)=O)C)C2=C(C=CC(=C2)OC)F)C(F)(F)F 6-chloro-5-(2-fluoro-5-methoxy-phenyl)-3-methyl-7-(trifluoromethyl)-1,3-dihydro-1,4-benzodiazepin-2-one